2-amino-5-cyano-N-isopentyl-3-methylbenzamide NC1=C(C(=O)NCCC(C)C)C=C(C=C1C)C#N